O.O.[Na+].[Na+].O=C(C(=O)[O-])CCC(=O)[O-] α-ketoglutaric acid disodium salt dihydrate